tert-butyl ((4-thioxo-4,5,6,7-tetrahydrothieno[3,2-c]pyridin-2-yl)methyl)carbamate S=C1NCCC2=C1C=C(S2)CNC(OC(C)(C)C)=O